3-Cyano-N-(3-(imidazo[4,5-d]pyrrolo[2,3-b]pyridin-1(6H)-yl)bicyclo[1.1.1]pentan-1-yl)propanamide C(#N)CCC(=O)NC12CC(C1)(C2)N2C=NC=1C2=C2C(=NC1)NC=C2